C(CCCCCCCCCCC)(=O)C(C(=O)O)N(C)C lauroyl-dimethylaminoacetic acid